(S)-6-methyl-N-((S)-7-oxo-1-(5-(4-(pyridin-3-yl)phenyl)-1H-imidazol-2-yl)nonyl)-6-azaspiro[2.5]octane-1-carboxamide CN1CCC2(C[C@@H]2C(=O)N[C@@H](CCCCCC(CC)=O)C=2NC(=CN2)C2=CC=C(C=C2)C=2C=NC=CC2)CC1